ClC1=CC(=C(C=C1)C1=NC(=NC2=C1N=C(N(C2=O)C)C)[C@H]2C[C@H](OCC2)C=2C=NN(C2)C2CC2)F 8-(4-chloro-2-fluorophenyl)-6-((2s,4r)-2-(1-cyclopropyl-1H-pyrazol-4-yl)tetrahydro-2H-pyran-4-yl)-2,3-dimethylpyrimidino[5,4-d]pyrimidin-4(3H)-one